[Si](C)(C)(C(C)(C)C)OCCCOS(=O)(=O)C1=CC=C(C=C1)C 3-((tert-butyldimethylsilyl)oxy)propyl-4-methylbenzenesulfonate